(4R,5R,7R,8R)-5-(5-((4-bromo-2-fluorophenyl)ethynyl)-4-methoxy-7H-pyrrolo[2,3-d]pyrimidin-7-yl)-7-(hydroxymethyl)-1,6-dioxaspiro[3.4]octane-8-ol BrC1=CC(=C(C=C1)C#CC1=CN(C=2N=CN=C(C21)OC)[C@H]2[C@@]1(CCO1)[C@@H]([C@H](O2)CO)O)F